(5-(azetidin-3-ylamino)-2-methylphenyl)-2-(6-fluoro-2-((4-fluorobenzyl)thio)-4H-imidazo[4,5-b]pyridin-4-yl)butanamide N1CC(C1)NC=1C=CC(=C(C1)C(C(=O)N)(CC)N1C=2C(=CC(=C1)F)N=C(N2)SCC2=CC=C(C=C2)F)C